(S)-2-((4-((6-((4-Cyano-2-fluorophenoxy)methyl)-3-fluoropyridin-2-yl)oxy)piperidin-1-yl)methyl)-1-(oxetan-2-ylmethyl)-1H-benzo[d]imidazole-6-carboxylic acid C(#N)C1=CC(=C(OCC2=CC=C(C(=N2)OC2CCN(CC2)CC2=NC3=C(N2C[C@H]2OCC2)C=C(C=C3)C(=O)O)F)C=C1)F